7-{6-(difluoromethyl)-3-[1-(2,2-dimethylpropyl)-1H-pyrazol-4-yl]pyridin-2-yl}-3-methoxycinnoline FC(C1=CC=C(C(=N1)C1=CC=C2C=C(N=NC2=C1)OC)C=1C=NN(C1)CC(C)(C)C)F